C(C)(C)(C)OC(=O)N[C@H]1C[C@@H](CCC1)C(=O)O |r| rac-(1R,3R)-3-((tert-butoxycarbonyl)amino)cyclohexane-1-carboxylic acid